NCCOCCOCCOCCNC1=CC=C2CC(N(CC2=C1)C)CNC1=NC=CC=C1F N-(2-(2-(2-(2-aminoethoxy)ethoxy)ethoxy)ethyl)-3-(((3-fluoropyridin-2-yl)amino)methyl)-2-methyl-1,2,3,4-tetrahydroisoquinolin-7-amine